Diethyl (E)-(2-(3-(benzyloxy)phenyl)-2-cyclopropylvinyl)phosphonate C(C1=CC=CC=C1)OC=1C=C(C=CC1)/C(=C/P(OCC)(OCC)=O)/C1CC1